FC1(CC=2N(C[C@H]1NS(=O)(=O)CC)C(N(C2)C2=NOC1=C2C(=CC(=C1)F)C1=C(C=C(C=C1F)F)F)=O)F |o1:6| N-{(6R*)-7,7-difluoro-2-[6-fluoro-4-(2,4,6-trifluorophenyl)-1,2-benzoxazol-3-yl]-3-oxo-2,3,5,6,7,8-hexahydroimidazo[1,5-a]pyridin-6-yl}ethanesulfonamide